C(C)(C)(C)OC(=O)NCCNC(CCCCCCCCCCC(=O)OC)=O methyl 12-(2-(tert-butoxycarbonylamino) ethylamino)-12-oxododecanoate